C(=O)=COC=1C(N=NC1OC=C=O)(C(=O)OC)C(=O)OC 4,5-dicarbonylmethoxy(dicarbomethoxy)-3H-pyrazole